tert-butyl-(R)-3-(3-chloro-4-methyl-7H-pyrrolo[2,3-c]pyridazin-7-yl)piperidine C(C)(C)(C)N1C[C@@H](CCC1)N1C=CC2=C1N=NC(=C2C)Cl